5-chloro-N-(5-chloro-1,3-thiazol-2-yl)-2-fluoro-4-[(4-{[(2S)-pyrrolidin-2-ylmethyl]amino}butyl)amino]benzenesulfonamide ClC=1C(=CC(=C(C1)S(=O)(=O)NC=1SC(=CN1)Cl)F)NCCCCNC[C@H]1NCCC1